OC1CC(C1)N1C(NC2=NC=CC=C21)=O ((1r,3r)-3-hydroxycyclobutyl)-1,3-dihydro-2H-imidazo[4,5-b]pyridin-2-one